Cl.NC12CC3(CC(CC(C1)C3)C2)C(=O)OCC ethyl 3-aminoadamantane-1-carboxylate hydrochloride